tert-butyl (3R,4S)-4-((2-(3-((4-carbamoyl-2-methoxyphenyl)amino)prop-1-yn-1-yl)-1-(2,2,2-trifluoroethyl)-1H-indol-4-yl)amino)-3-fluoropiperidine-1-carboxylate C(N)(=O)C1=CC(=C(C=C1)NCC#CC=1N(C2=CC=CC(=C2C1)N[C@@H]1[C@@H](CN(CC1)C(=O)OC(C)(C)C)F)CC(F)(F)F)OC